C(C)(C)(C)OC(=O)N1CCN(CC1)C1=C2C=C(N=NC2=C(C=C1)C(=O)OC)OCCOC methyl 5-[4-(tert-butoxycarbonyl)piperazin-1-yl]-3-(2-methoxyethoxy)cinnoline-8-carboxylate